methyl (S)-2-(1-(7,8-dichloro-4-(1H-imidazol-1-yl)naphthalen-2-yl)azetidin-2-yl)acetate ClC1=CC=C2C(=CC(=CC2=C1Cl)N1[C@@H](CC1)CC(=O)OC)N1C=NC=C1